[Na+].[Na+].P(=O)(OCCCC)([O-])[O-] monobutyl phosphate disodium salt